6-(2-Methyl-5-(((2-(trifluoromethyl)pyridin-3-yl)oxy)methyl)piperidin-1-yl)-1-(oxetan-3-ylmethyl)-1H-pyrazolo[3,4-b]pyrazine CC1N(CC(CC1)COC=1C(=NC=CC1)C(F)(F)F)C1=CN=C2C(=N1)N(N=C2)CC2COC2